ClC=1C(=C2C=NNC2=C(C1F)N1C(N(CC1)C)=O)C1=CC=2N(C=C1)N=C(C2)NC(=O)C2C(C2)F N-(5-(5-chloro-6-fluoro-7-(3-methyl-2-oxoimidazolidin-1-yl)-1H-indazol-4-yl)pyrazolo[1,5-a]pyridin-2-yl)-2-fluorocyclopropane-1-carboxamide